F[B-](F)(F)F.C(C)(C)(C)[PH+](C(C)(C)C)C(C)(C)C tritertiary butyl-phosphonium tetrafluoroborate